BrC1=CC=C(OC2(CCOCC2)C#C)C=C1 4-(4-bromophenoxy)-4-ethynyl-tetrahydro-2H-pyran